CS(=O)(=O)[O-].C(C)[NH+]1CCC(CC1)CCC 1-Ethyl-4-propylpiperidinium methansulfonat